methyl (2S,3R)-3-acetamido-2-[tert-butyl(dimethyl)silyl]oxy-3-phenyl-propanoate C(C)(=O)N[C@@H]([C@@H](C(=O)OC)O[Si](C)(C)C(C)(C)C)C1=CC=CC=C1